(2R,3S,4S)-1-(tert-butoxycarbonyl)-3-fluoro-4-hydroxypyrrolidine-2-carboxylic acid C(C)(C)(C)OC(=O)N1[C@@H]([C@@H]([C@H](C1)O)F)C(=O)O